C(C)OC=1C=C(CN2C(N(C3=CC=C(C=C3C2=O)OC(CF)CF)C2CCN(CC2)C=O)=O)C=CC1OCC 4-[3-(3,4-diethoxybenzyl)-6-[2-fluoro-1-(fluoromethyl)ethoxy]-2,4-dioxo-3,4-dihydroquinazolin-1(2H)-yl]piperidine-1-carbaldehyde